N-(2-((Dimethylamino)methyl)quinolin-8-yl)-2-(trifluoromethoxy)benzenesulfonamide CN(C)CC1=NC2=C(C=CC=C2C=C1)NS(=O)(=O)C1=C(C=CC=C1)OC(F)(F)F